(2S,4R)-4-fluoro-4-(methoxymethyl)pyrrolidine-1,2-dicarboxylic acid 2-benzyl 1-tert-butyl ester C(C)(C)(C)OC(=O)N1[C@@H](C[C@@](C1)(COC)F)C(=O)OCC1=CC=CC=C1